4-chloro-3-isopropyl-1H-pyrazolo[4,3-c]pyridine ClC1=NC=CC2=C1C(=NN2)C(C)C